ClC=1C2=CN(N=C2C=CC1C1=NNC2=NC(=CN=C21)N2CC1C(C1CC2)(C2=NOC=C2C)CN)C (3-(3-(4-chloro-2-methyl-2H-indazol-5-yl)-1H-pyrazolo[3,4-b]pyrazin-6-yl)-7-(4-methylisoxazol-3-yl)-3-azabicyclo[4.1.0]heptan-7-yl)methanamine